C(C)(C)C1=C(C(=CC=C1)C(C)C)N1C(N(C=C1)C1=C(C=CC=C1C(C)C)C(C)C)=[Au] (1,3-bis(2,6-diisopropylphenyl)-1,3-dihydro-2H-imidazol-2-ylidene)gold